3-(2-nitroethyl)indole [N+](=O)([O-])CCC1=CNC2=CC=CC=C12